C(C)C=1C=C(C(=CC1)O)C 4-ethyl-2-cresol